C(C)OC1=C(C=C2CCN([C@H](C2=C1)CCC1=CNC2=CC=C(C=C12)C(F)F)C=O)OC (S)-7-ethoxy-6-methoxy-1-(2-(5-difluoromethyl-1H-indol-3-yl)ethyl)-3,4-dihydroisoquinoline-2(1H)-formaldehyde